2,5-dibromothiazole-4-carboxamide BrC=1SC(=C(N1)C(=O)N)Br